(S)-3-((4-chloro-1-methyl-1H-pyrazol-5-yl)methyl)-2-(((S)-4,5,6,7-tetrahydro-1H-benzo[d][1,2,3]triazol-5-yl)methyl)isoindolin-1-one ClC=1C=NN(C1C[C@@H]1N(C(C2=CC=CC=C12)=O)C[C@@H]1CC2=C(NN=N2)CC1)C